5-chloro-2-(4-pyridyl)-4-[1-(thiazole-4-carbonyl)-4-piperidinyl]-1H-pyrimidin-6-one ClC1=C(N=C(NC1=O)C1=CC=NC=C1)C1CCN(CC1)C(=O)C=1N=CSC1